z-7-tetradecenol C(CCCCC\C=C/CCCCCC)O